FC1=C(C=CC(=C1)F)C1=CC=C(C=C1)C(=O)NCC(=O)N1CC2(OCCO2)C[C@H]1C(=O)O (S)-7-((2',4'-difluoro-[1,1'-biphenyl]-4-carbonyl)glycyl)-1,4-dioxa-7-azaspiro[4.4]nonane-8-carboxylic acid